3-fluoro-2-{4-[(2-hydroxy-2-methylpropyl)amino]pyrrolo[1,2-d][1,2,4]triazin-1-yl}-5-methylphenol FC=1C(=C(C=C(C1)C)O)C=1C=2N(C(=NN1)NCC(C)(C)O)C=CC2